methyl-7a,8,9a,10-tetrahydro-9H-cyclobuta[2,3][1,4]oxazepino[5,6,7-de]quinazolin CC=1N=C2C=CC=C3C2=C(N1)NC1C(O3)CC1